1-naphthyl terephthalate C(C1=CC=C(C(=O)[O-])C=C1)(=O)OC1=CC=CC2=CC=CC=C12